BrC1=CC=C(C=C1)/C(/C#N)=C(\C#N)/C1=CC=C(C=C1)C=CC1=CC=C(C=C1)N(C1=CC=CC=C1)C1=CC=CC=C1 2-(4-bromophenyl)-3-(4-(4-(diphenylamino)styryl)phenyl)fumaronitrile